NC1=CC=C(C=C1)C(C)=O Para-aminoacetophenone